FC=1C(=NC=C(C1)OCCF)N 3-fluoro-5-(2-fluoroethoxy)pyridin-2-amine